(E)-2-(2-(3-(2,6-bis(trifluoromethyl)pyridin-4-yl)-1H-1,2,4-triazol-1-yl)-1-(pyrimidin-5-yl)vinyl)-1,3,4-oxadiazole FC(C1=NC(=CC(=C1)C1=NN(C=N1)/C=C(\C=1C=NC=NC1)/C=1OC=NN1)C(F)(F)F)(F)F